N-(2,5-dimethoxyphenyl)-N-((5aR,5bS,7aS,10aS,10bR)-5a,7a-dimethyl-8-oxo-5,5a,5b,6,7,7a,8,9,10,10a,10b,11,12,12a-tetradecahydro-4H-cyclopenta[7,8]phenanthro[2,1-d]thiazol-2-yl)acetamide COC1=C(C=C(C=C1)OC)N(C(C)=O)C=1SC2=C(N1)CC[C@@]1([C@H]3CC[C@]4([C@H]([C@@H]3CCC12)CCC4=O)C)C